BrC=1C=CC=C2C(=C(C(=NC12)C)C(=O)NN1CCOC2=C1C=CC=C2)Cl 8-bromo-4-chloro-N-(2,3-dihydro-1,4-benzoxazin-4-yl)-2-methyl-quinoline-3-carboxamide